C(#N)[SiH](O[SiH](S(=O)(=O)O)S(=O)(=O)O)C#N 3,3-dicyanodisiloxane-1,1-disulfonic acid